Di(2-ethylhexyl)amine C(C)C(CNCC(CCCC)CC)CCCC